(S)-6-(5-chloro-3-(methoxymethoxy)pyridin-2-yl)-3-(3-isopropylpiperazin-1-yl)-1,2,4-triazine ClC=1C=C(C(=NC1)C1=CN=C(N=N1)N1C[C@@H](NCC1)C(C)C)OCOC